((ethyl)(trimethylsilyl)cyclopentadienyl)indium C(C)C=1C(C=CC1)([Si](C)(C)C)[In]